N1(C=NC=C1)C(=O)OC1CC(C1)C1=CC=C(C2=C1N=CS2)F (1s,3s)-3-(7-fluorobenzo[d]thiazol-4-yl)cyclobutyl 1H-imidazole-1-carboxylate